C(C=C)C1=C(C=O)C=CC=C1O 2-ALLYL-3-HYDROXYBENZALDEHYDE